BrC=1C(=C(OCCCN2CCC(CC2)CN2CCN(CC2)C=2C=C3C(N(C(C3=CC2F)=O)C2C(NC(CC2)=O)=O)=O)C=CC1)C 5-(4-((1-(3-(3-bromo-2-methylphenoxy)propyl)piperidin-4-yl)methyl)piperazin-1-yl)-2-(2,6-dioxopiperidin-3-yl)-6-fluoroisoindoline-1,3-dione